N=1C=NN2C1C=CC(=C2)C=2C=CN1N=C(N=C(C12)OC)NC1CCC(CC1)(O)C (1r,4r)-4-((5-([1,2,4]triazolo[1,5-a]pyridin-6-yl)-4-methoxypyrrolo[2,1-f][1,2,4]triazin-2-yl)amino)-1-methylcyclohexan-1-ol